1-((1-acryloyl-3-fluoroazetidin-3-yl)methyl)-7-chloro-6-(6-fluoro-2,3-dihydroxyphenyl)-4-(2-isopropyl-4-methylpyridin-3-yl)-1,4-dihydropyrido[2,3-b]pyrazine-2,3-dione C(C=C)(=O)N1CC(C1)(F)CN1C2=C(N(C(C1=O)=O)C=1C(=NC=CC1C)C(C)C)N=C(C(=C2)Cl)C2=C(C(=CC=C2F)O)O